C(#N)C=1C=C2C(=CC=NC2=CC1)NC1=CC(=NC=C1)C(=O)NC1=CC(=CC=C1)NC1=CC=NC=C1 4-((6-cyanoquinolin-4-yl)amino)-N-(3-(pyridin-4-ylamino)phenyl)picolinamide